ClC1=C(C=CC=C1Cl)CN1C(CCC1=O)CC(=O)NS(N(C)C)(=O)=O 2-[1-[(2,3-dichlorophenyl)methyl]-5-oxopyrrolidin-2-yl]-N-(dimethylsulfamoyl)acetamid